BrCCC1CN(C1)C1=CC=C(C=C1)C1CCN(CC1)C1=CC(=C(C#N)C=C1)C(F)(F)F 4-(4-(4-(3-(2-Bromoethyl)azetidin-1-yl)phenyl)piperidin-1-yl)-2-(trifluoromethyl)-benzonitrile